bromo-2-iodoperfluoroethane Br[IH]C(C(F)(F)F)(F)F